C(C)(C)(C)OC(=O)N(CCNS(=O)(=O)CCCNC1=NC2=C(C3=CN=CC=C13)C=CC(=C2)C(=O)OC)CC2=CC(=C(C=C2)C2=CC=CC=C2)Cl Methyl 5-[3-[2-[tert-butoxycarbonyl-[(3-chloro-4-phenyl-phenyl)methyl]amino]ethylsulfamoyl]propylamino]benzo[c][2,6]naphthyridine-8-carboxylate